C1(=CC(=CC=C1)B(O)O)C1=CC(=CC=C1)B(O)O [1,1'-biphenyl]-3,3'-diboronic acid